ClC1=C(CN2C(N(CC3=C2C=C(C=N3)C(=O)NCC3=C(C=C(C=C3F)F)F)C)=O)C(=CC=C1)F 1-(2-chloro-6-fluorobenzyl)-3-methyl-2-oxo-N-(2,4,6-trifluorobenzyl)-1,2,3,4-tetrahydropyrido[3,2-d]pyrimidine-7-carboxamide